C(C)(C)(C)OC(=O)N1CC(OCC1)C1=CC=C2C(=N1)C(=CN2C(=O)OC(C)(C)C)C(C)C tert-butyl-2-(1-(tert-butoxycarbonyl)-3-isopropyl-1H-pyrrolo[3,2-b]pyridin-5-yl)morpholine-4-carboxylate